F[C@@H]1CNCC[C@@H]1OC (3R,4S)-3-fluoro-4-methoxy-piperidine